NC(C(=O)O)CCCP(=O)(O)O (-)-2-amino-5-phosphonopentanoic acid